3-(2-Chloro-5-fluorophenyl)-2-(4-methoxybenzyl)-4-((4-methoxybenzyl)amino)-2,3,6,9a-tetrahydro-1H-imidazo[1,2-a]pyrrolo[3,4-e]pyridin-1-one ClC1=C(C=C(C=C1)F)C1N(C(C2C1=C(C=C1N2C=CN1)NCC1=CC=C(C=C1)OC)=O)CC1=CC=C(C=C1)OC